C(C)N([C@H](C(=O)O)C)C (S)-2-(ethyl-(methyl)amino)propionic acid